5-nitro-1-(phenylsulfonyl)-1H-indazole [N+](=O)([O-])C=1C=C2C=NN(C2=CC1)S(=O)(=O)C1=CC=CC=C1